N-[3,5-bis(1,1-dimethylethyl)phenyl]-2-naphthalenamine CC(C)(C)C=1C=C(C=C(C1)C(C)(C)C)NC1=CC2=CC=CC=C2C=C1